Diethyl [2-(4-chloro-2-fluorophenyl)-2-oxoethyl](hydroxy)malonate ClC1=CC(=C(C=C1)C(CC(C(=O)OCC)(C(=O)OCC)O)=O)F